N=1N=C(NC1)C1=CC=C(C=C1)C[C@@H](CNC(C=C(C1(CC1)C(F)(F)F)C=1SC(=CN1)C)=O)N(C)C (S)-N-((S)-3-(4-(4H-1,2,4-triazol-3-yl)phenyl)-2-(dimethylamino)propyl)-3-(5-methylthiazol-2-yl)-3-(1-(trifluoromethyl)cyclopropyl)acrylamide